(2R)-4-cyclopropyl-N-(2-(2,6-dioxopiperidin-3-yl)-1-oxoisoindolin-5-yl)-2-(methoxymethyl)indoline-1-carboxamide C1(CC1)C1=C2C[C@@H](N(C2=CC=C1)C(=O)NC=1C=C2CN(C(C2=CC1)=O)C1C(NC(CC1)=O)=O)COC